pyridylaminohafnium N1=C(C=CC=C1)N[Hf]